ClC=1C=C(C(=O)N2CC=3C(=NN4C3C(N(C[C@H]4C)[C@@H](C)C4=NC=C(C=N4)C(F)(F)F)=O)C[C@H]2C)C=CC1Cl |o1:18| (3R,7R)-2-(3,4-dichlorobenzoyl)-3,7-dimethyl-9-((S*)-1-(5-(trifluoromethyl)pyrimidin-2-yl)ethyl)-1,2,3,4,8,9-hexahydropyrido[4',3':3,4]pyrazolo[1,5-a]pyrazin-10(7H)-one